BrC1=C2C(=NC(=C1)NC(C)(CC(C)(C)C)C)C=C(S2)C2=CC=NN2C2OCCCC2 7-bromo-2-(1-(tetrahydro-2H-pyran-2-yl)-1H-pyrazol-5-yl)-N-(2,4,4-trimethylpent-2-yl)thieno[3,2-b]pyridin-5-amine